(R)-3-(4-(4-(1-((S)-4-methylpent-2-yl)-1H-pyrazol-4-yl)pyrazolo[1,5-a]pyrazin-6-yl)-1H-pyrazol-1-yl)propane-1,2-diol CC(C[C@H](C)N1N=CC(=C1)C=1C=2N(C=C(N1)C=1C=NN(C1)C[C@H](CO)O)N=CC2)C